S1C(=NC2=C1C=CC=C2)NC=2C=C1C=CN(C1=CC2)C=2SC=C(N2)C(=O)O {5-[(1,3-benzothiazol-2-yl)amino]-1H-indol-1-yl}-1,3-thiazole-4-carboxylic acid